OC1=NN(C=N1)C1CC(CCC1)NC(OC(C)(C)C)=O Tert-butyl N-[3-(3-hydroxy-1,2,4-triazol-1-yl) cyclohexyl]carbamate